N-(4-((4,4-dioxido-2,3-dihydro-[1,4]oxathiino[3,2-b]pyridin-6-yl)amino)-5-(1-methyl-1H-pyrazol-3-yl)pyridin-2-yl)acetamide O=S1(CCOC=2C1=NC(=CC2)NC2=CC(=NC=C2C2=NN(C=C2)C)NC(C)=O)=O